(S)-tert-Butyl 3-((4-(3-((2-methyl-5-(propylsulfonamido)naphthalen-1-yl)oxy)pyridazin-4-yl)pyrimidin-2-yl)amino)piperidine-1-carboxylate CC1=C(C2=CC=CC(=C2C=C1)NS(=O)(=O)CCC)OC=1N=NC=CC1C1=NC(=NC=C1)N[C@@H]1CN(CCC1)C(=O)OC(C)(C)C